NC=1C(=NN(C1)CC(C)(O)C)C1=NC=CC=C1 1-(4-amino-3-(pyridin-2-yl)-1H-pyrazol-1-yl)-2-methylpropan-2-ol